IC1=CN=C2N1N=C(C(=C2)OC)CC(C)O (3-iodo-7-methoxyimidazo[1,2-b]pyridazin-6-yl)propan-2-ol